3,3'-(1,2-phenylene)bis(prop-2-yn-1-ol) C1(=C(C=CC=C1)C#CCO)C#CCO